2-N-butyryl-3-O-(L-valyl)-D-glucosamine C(CCC)(=O)N[C@H]1C(O)O[C@@H]([C@H]([C@@H]1OC([C@@H](N)C(C)C)=O)O)CO